CN1N=CC(=C1)C1=NC=CC(=N1)C=O 2-(1-Methylpyrazol-4-yl)pyrimidine-4-carbaldehyde